2-(2-(2-(4-(aminomethyl)phenyl)pyrrolo[2,1-f][1,2,4]triazine-4-carboxamido)phenyl)acetic acid NCC1=CC=C(C=C1)C1=NN2C(C(=N1)C(=O)NC1=C(C=CC=C1)CC(=O)O)=CC=C2